C1(=CC=CC=C1)C1P(C(CC1)C1=CC=CC=C1)CCP1C(CCC1C1=CC=CC=C1)C1=CC=CC=C1 1,2-bis(2,5-diphenylphospholan-1-yl)ethane